ClC=1C=2N(C=CN1)C(=NC2)[C@@H]2CN(CC2)C(=O)OCC2=CC=CC=C2 Benzyl (S)-3-(8-chloroimidazo[1,5-a]pyrazin-3-yl)pyrrolidine-1-carboxylate